C1(=CC=CC2=CC=CC=C12)C(=O)N1CCNCC1 naphthalen-1-yl-(piperazin-1-yl)methanone